C(C1=CC=CC=C1)(C1=CC=CC=C1)C1N(CCCC1)CCO Benzhydryl-piperidineethanol